C(C)(C)OC1=CC=2N(C=C1C(=O)NC=1C(N(C=CC1)C)=O)C=C(N2)[C@@]21CO[C@@](CC2)(C1)C 7-isopropoxy-N-(1-methyl-2-oxo-1,2-dihydropyridin-3-yl)-2-((1s,4r)-1-methyl-2-oxabicyclo[2.2.1]hept-4-yl)imidazo[1,2-a]pyridine-6-carboxamide